(3S)-3-acetamido-4-((1-((2-methyl-5-(2-(piperidin-3-yl)ethoxy)benzyl)amino)-1-oxo-4-(pyridin-4-yl)butan-2-yl)amino)-4-oxobutanoic acid C(C)(=O)N[C@@H](CC(=O)O)C(=O)NC(C(=O)NCC1=C(C=CC(=C1)OCCC1CNCCC1)C)CCC1=CC=NC=C1